6-(methoxycarbonyl)-2-picolinic acid COC(=O)C1=CC=CC(=N1)C(=O)O